CNC(C)O 1-(Methylamino)ethanol